C(#N)C=1C=C(C=CC1)CC(=O)N1CCC2(C(C2)CNC(=O)C2=CC=3C(=CN=CC3)O2)CC1 N-[[6-[2-(3-cyanophenyl)acetyl]-6-azaspiro[2.5]octan-2-yl]methyl]furo[2,3-c]pyridine-2-carboxamide